heptadecan-9-yl 8-[(2-{3-[(2-{bis[8-(heptadecan-9-yloxy)-8-oxooctyl]amino}ethyl)carbamoyl]propanamido} ethyl)[8-(heptadecan-9-yloxy)-8-oxooctyl]amino]octanoate CCCCCCCCC(CCCCCCCC)OC(CCCCCCCN(CCNC(=O)CCC(=O)NCCN(CCCCCCCC(=O)OC(CCCCCCCC)CCCCCCCC)CCCCCCCC(=O)OC(CCCCCCCC)CCCCCCCC)CCCCCCCC(OC(CCCCCCCC)CCCCCCCC)=O)=O